sodium 4-methylaminobutyrate CNCCCC(=O)[O-].[Na+]